N-(4-fluorophenyl)-N-(1-(2-(N-phenylacetamido)ethyl)piperidin-4-yl)acetamide FC1=CC=C(C=C1)N(C(C)=O)C1CCN(CC1)CCN(C(C)=O)C1=CC=CC=C1